C(C1=CC=CC=C1)OC(=O)NC1CN(CC1OS(=O)(=O)C)C(=O)OC(C)(C)C tert-butyl 3-(((benzyloxy)carbonyl)amino)-4-((methylsulfonyl)oxy)pyrrolidine-1-carboxylate